C1NCC2C1=CCC2 hexahydrocyclopenta[c]pyrrole